2H-1,2,3,4-tetrazole-2-carboxylic acid tert-butyl ester C(C)(C)(C)OC(=O)N1N=CN=N1